2-methylpropan-2-yl (methylamino)methanoate CNC(=O)OC(C)(C)C